4-[(6-{3-azabicyclo[3.1.0]hex-3-yl}-2-methylpyridin-3-yl)methyl]-1-{[2-(trimethylsilyl)-ethoxy]methyl}-1H-pyrrole-2-carboxylic acid methyl ester COC(=O)C=1N(C=C(C1)CC=1C(=NC(=CC1)N1CC2CC2C1)C)COCC[Si](C)(C)C